C(C)OC(=O)C1CCN(CC1)C1=C(C(=CC=C1Br)OC)C#N.N[SiH2]OOOC1=CC=CC=C1 aminophenyl-trioxysilane Ethyl-1-(6-bromo-2-cyano-3-methoxyphenyl)piperidine-4-carboxylate